4-allylformylaminophenyl-boric acid C(C=C)C(=O)NC1=CC=C(C=C1)OB(O)O